6-[(3R,4R)-1-{3-methoxy-4-[(6-methoxypyridin-3-yl)oxy]benzoyl}-3-methylpiperidin-4-yl]-5-methylpyridazin-3-amine COC=1C=C(C(=O)N2C[C@@H]([C@@H](CC2)C2=C(C=C(N=N2)N)C)C)C=CC1OC=1C=NC(=CC1)OC